N-(1-hydroxypropyl)acrylamide OC(CC)NC(C=C)=O